methyl (S)-2-amino-3-(8-(1,6-dimethyl-2-oxo-4-(trifluoromethyl)-1,2-dihydropyridin-3-yl)quinolin-5-yl)propanoate N[C@H](C(=O)OC)CC1=C2C=CC=NC2=C(C=C1)C=1C(N(C(=CC1C(F)(F)F)C)C)=O